OC(C)CCCCCCCCCCCCCCCCC 2-Hydroxynonadecan